CC1=C(N)C=CC(=C1)C 2,4-dimethyl-aniline